7-bromo-1-phenyldibenzo[b,d]thiophene BrC1=CC2=C(C3=C(S2)C=CC=C3C3=CC=CC=C3)C=C1